N-(3-(diethylamino)propyl)-2-(4-methylpyridin-2-yl)benzo[d]imidazo[2,1-b]thiazole-7-carboxamide hemiformate C(=O)O.C(C)N(CCCNC(=O)C1=CC2=C(N3C(S2)=NC(=C3)C3=NC=CC(=C3)C)C=C1)CC.C(C)N(CC)CCCNC(=O)C1=CC3=C(N2C(S3)=NC(=C2)C2=NC=CC(=C2)C)C=C1